[4-chloro-1-(4-fluoro-2-methoxy-phenyl)pyrazolo[3,4-d]pyrimidin-6-yl]amine ClC1=C2C(=NC(=N1)N)N(N=C2)C2=C(C=C(C=C2)F)OC